6-(2,4-difluorophenoxy)-N-(3-nitrophenyl)-8,9-dihydroimidazo[1',2':1,6]pyrido[2,3-d]pyrimidin-2-amine FC1=C(OC2=CC3=C(N=C(N=C3)NC3=CC(=CC=C3)[N+](=O)[O-])N3C2=NCC3)C=CC(=C1)F